CN1C[C@@H](CCC1)NC=1N=NC(=C2C1COCC2)C2=C(C=C(C=C2)OC(F)(F)F)O 2-(4-{[(3R)-1-methylpiperidin-3-yl]amino}-7,8-dihydro-5H-pyrano[3,4-d]pyridazin-1-yl)-5-(trifluoromethoxy)phenol